C(C=C)[C@@H]1[C@@H]2CC[C@H](CN1C1=NC(=NC3=C(C=C(C(=C13)Br)C(F)(F)F)F)Cl)N2C(=O)OC(C)(C)C tert-butyl (1S,2R,5R)-2-allyl-3-(5-bromo-2-chloro-8-fluoro-6-(trifluoromethyl) quinazolin-4-yl)-3,8-diazabicyclo[3.2.1]octane-8-carboxylate